C(C)C=1C=C2C=NNC2=CC1N 5-ethyl-1H-indazol-6-amine